COC(=O)C1CC2=C(SC(=C2C(C2=CC=C(C=C2)Cl)=O)NC(CN)=O)C1 2-(2-Aminoacetamido)-3-(4-chlorobenzoyl)-4H,5H,6H-cyclopenta[b]thiophene-5-carboxylic acid methyl ester